BrC=1C=C(C=CC1)C1C2=CN=C(C=3C(=CC=C(OC4=C(C=C5NC=CC5=C4CCS(CCCC(N1)=O)(=O)=O)F)C3)F)N2 6-(3-bromophenyl)-22,28-difluoro-12,12-dioxo-24-oxa-12lambda6-thia-3,7,19,30-tetrazapentacyclo[23.3.1.12,5.015,23.016,20]triaconta-1(29),2,4,15,17,20,22,25,27-nonaen-8-one